(S)-N-((R)-(3-chloro-4-fluorophenyl)(5-chloro-6-(trifluoromethyl)pyridin-2-yl)methyl)-2-oxoimidazolidine-4-carboxamide ClC=1C=C(C=CC1F)[C@@H](NC(=O)[C@H]1NC(NC1)=O)C1=NC(=C(C=C1)Cl)C(F)(F)F